C12(CC(C1)C2)N2C=C(C=1N=C(N=CC12)SCC=1C=CC(=C(C1)CC(=O)O)F)N1CC(C(C1)(F)F)(F)F 2-(5-(((5-(bicyclo[1.1.1]pentan-1-yl)-7-(3,3,4,4-tetrafluoropyrrolidin-1-yl)-5H-pyrrolo[3,2-d]pyrimidin-2-yl)thio)methyl)-2-fluorophenyl)acetic acid